C(C(C)C)OC=1C=C(C=NC1)C(=O)OC Methyl 5-isobutoxypyridine-3-carboxylate